(4-(6-(4-chlorophenyl)-2-(pyridin-3-yl)pyrimidin-4-yl)piperazin-1-yl)ethan-1-ol ClC1=CC=C(C=C1)C1=CC(=NC(=N1)C=1C=NC=CC1)N1CCN(CC1)C(C)O